O=C1NC(CCC1C1=CC(=C(C=C1)N1CC2(C1)CCN(CC2)C(=O)OC(C)(C)C)F)=O tert-butyl 2-[4-(2,6-dioxo-3-piperidyl)-2-fluoro-phenyl]-2,7-diazaspiro[3.5]nonane-7-carboxylate